O1CCCC2=CC(=CC=C12)C(=O)NCC(=O)N1C2CC2(CC1C(=O)O)C 2-((chromane-6-carbonyl)glycyl)-5-methyl-2-azabicyclo[3.1.0]hexane-3-carboxylic acid